4-(6-(2,5-difluorophenyl)-6-(1-methyl-2-oxo-1,2-dihydropyridin-3-yl)hexa-1,3-diyne-1-yl)-1H-pyrazolo[3,4-b]pyridine-5-carboxamide FC1=C(C=C(C=C1)F)C(CC#CC#CC1=C2C(=NC=C1C(=O)N)NN=C2)C=2C(N(C=CC2)C)=O